C(#C)C1(CC1)N(C(OC(C)(C)C)=O)C tert-Butyl (1-ethynylcyclopropyl)(methyl)carbamate